(S)-2-(5-Fluoropyridin-2-yl)-6-methyl-3-(6-methyl-1H-pyrazolo[3,4-b]pyridin-4-yl)-6-(trifluoromethyl)-6,7-dihydro-4H-pyrazolo[5,1-c][1,4]oxazine FC=1C=CC(=NC1)C1=NN2C(CO[C@@](C2)(C(F)(F)F)C)=C1C1=C2C(=NC(=C1)C)NN=C2